C12N(CC(NC1)CC2)C=2C1=C(N=C(N2)OC([2H])([2H])[C@]23CCC(N3C[C@@H](C2)F)([2H])[2H])C(=C(N=C1)C=1C=C(C=CC1C(F)(F)F)O)F 3-(4-(2,5-Diazabicyclo[2.2.2]octan-2-yl)-8-fluoro-2-(((2R,7aS)-2-fluorotetrahydro-1H-pyrrolizin-7a(5H)-yl-5,5-d2)methoxy-d2)pyrido[4,3-d]pyrimidin-7-yl)-4-(trifluoromethyl)phenol